5-((3-phenethyl-3-(tetrahydrofuran-2-yl)pyrrolidin-1-yl)methyl)-1-phenyl-1H-pyrazole C(CC1=CC=CC=C1)C1(CN(CC1)CC1=CC=NN1C1=CC=CC=C1)C1OCCC1